[Si](C1=CC=CC=C1)(C1=CC=CC=C1)(C(C)(C)C)O[C@@H]1C[C@@H](N(C1)C(=O)OC(C)(C)C)COC1=CC(=CC=2OC(OC(C21)=O)(C)C)Cl tert-Butyl (2R,4R)-4-((tert-butyldiphenylsilyl)oxy)-2-(((7-chloro-2,2-dimethyl-4-oxo-4H-benzo[d][1,3]dioxin-5-yl)oxy)methyl)pyrrolidin-1-carboxylate